1-(4-(naphthalen-1-ylmethoxy)benzyl)-1H-imidazole C1(=CC=CC2=CC=CC=C12)COC1=CC=C(CN2C=NC=C2)C=C1